Cl.O1COC2=C1C=CC=C2CN2[C@H](CCC2)C(=O)O (Benzo[d][1,3]dioxol-4-ylmethyl)-D-proline hydrochloride